BrC1=CC(=C(C(=O)N)C=C1)NC(=O)[C@@H]1[C@H](C1)C1=CC(=CC=C1)Cl 4-bromo-2-((1S,2S)-2-(3-chlorophenyl)cyclopropane-1-carboxamido)benzamide